[GeH2]=O German-on